FC1C(C1)C(=O)NC=1SC2=C(N1)C=CC(=C2)C2=C(C(=CC=C2)O)C 2-fluoro-N-(6-(3-hydroxy-2-methylphenyl)benzo[d]thiazol-2-yl)cyclopropane-1-carboxamide